tert-butyl (S)-6-chloro-5-hydroxy-3-carbonylhexanoate ClC[C@H](CC(CC(=O)OC(C)(C)C)=C=O)O